FC=1C=CC2=C(CC(CC=3N2C(=NN3)[C@@H]3CC[C@H](CC3)OC3=NC=CC=C3)=O)C1 8-fluoro-1-[trans-4-(pyridin-2-yloxy)cyclohexyl]-4H-[1,2,4]triazolo[4,3-a][1]benzazepin-5(6H)-one